6-benzyl-2,6-diazabicyclo[3.2.0]heptane-2-carboxylate C(C1=CC=CC=C1)N1C2CCN(C2C1)C(=O)[O-]